C(C)(C)(C)C=1C=C(C=C(C1O)C(C)(C)C)CCC(=O)C(C(N)(N)C(CCC1=CC(=C(C(=C1)C(C)(C)C)O)C(C)(C)C)=O)CCCCCC bis-(3-(3,5-di-tert-butyl-4-hydroxyphenyl)propionyl)octanediamine